(3aR,7aR)-3a-fluorooctahydro-1H-pyrrolo[3,4-c]pyridin-1-one F[C@@]12CNCC[C@@H]1C(NC2)=O